zinc-gallium-tin [Sn].[Ga].[Zn]